5-azaspiro[2.4]-heptan-7-ol C1CC12CNCC2O